palladium carbon dioxide C(=O)=O.[Pd]